FC=1C=C(C=CC1)NC=1SC=C(N1)C(=O)N 2-((3-fluorophenyl)amino)thiazole-4-carboxamide